1-(tert-butyl)-3-((R)-2-methyl-3-oxo-4-((S)-1-(6-(trifluoromethyl)pyrazin-2-yl)ethyl)-3,4-dihydro-2H-benzo[b][1,4]oxazin-7-yl)urea C(C)(C)(C)NC(=O)NC=1C=CC2=C(O[C@@H](C(N2[C@@H](C)C2=NC(=CN=C2)C(F)(F)F)=O)C)C1